ClC1=CC=C(C=C1)SCC[C@@]12CC(C[C@H]1[C@@H]1CC=C3C[C@H](CC[C@]3(C)[C@H]1CC2)O)=O (4-chlorophenylsulfanylmethyl)-16-oxo-androst-5-en-3beta-ol